2-(3-(2,6-Dioxopiperidin-3-yl)-1H-indazol-1-yl)-N-(1-isopropyl-1H-pyrazol-4-yl)-acetamide O=C1NC(CCC1C1=NN(C2=CC=CC=C12)CC(=O)NC=1C=NN(C1)C(C)C)=O